4-(Difluoromethoxy)-2-((4-(6-((4-(difluoromethyl)-2-fluorobenzyl)oxy)pyridin-2-yl)piperidin-1-yl)methyl)-1-methyl-1H-benzo[d]imidazole-6-carboxylic acid FC(OC1=CC(=CC=2N(C(=NC21)CN2CCC(CC2)C2=NC(=CC=C2)OCC2=C(C=C(C=C2)C(F)F)F)C)C(=O)O)F